BrC1=CC=C(C=C1)C(C(=O)NC1=C(C=CC(=C1)Cl)C)Cl 2-(4-Bromophenyl)-2-chloro-N-(4-chloro-2-tolyl)acetamide